ClC=1C(=NC=NC1)C1=C(NC2=CC=CC=C12)OCC1=NC=CC=C1 3-(5-Chloropyrimidin-4-yl)-2-(pyridin-2-ylmethoxy)-1H-indole